stibium diselenide [Sb](=[Se])=[Se]